[Cu].S1N=CCC1 isothiazolin copper